FC=1C=C(C=CC1NC(CNC(=N)N1CCOCC1)=O)S(=O)(=O)NC1=CN=CS1 5-[[3-Fluoro-4-[[2-(morpholin-4-carboximidoylamino)acetyl]amino]phenyl]sulfonylamino]thiazol